cerous carbonate hydrate O.C([O-])([O-])=O.[Ce+3].C([O-])([O-])=O.C([O-])([O-])=O.[Ce+3]